CC1=CC(=NC(=N1)C1C(C1)C)N1CC2(C=3C=NC(=CC31)NC(C)=O)CC2 N-(1'-(6-methyl-2-(2-methylcyclopropyl)pyrimidin-4-yl)-1',2'-dihydrospiro[cyclopropane-1,3'-pyrrolo[3,2-c]pyridin]-6'-yl)acetamide